1-[2-Hydroxy-1-(3-trifluoromethyl-phenyl)-ethyl]-3-spiro[3.3]hept-2-yl-urea OCC(C1=CC(=CC=C1)C(F)(F)F)NC(=O)NC1CC2(C1)CCC2